F[C@H]1CN(CC[C@H]1NC1=C2C=C(N(C2=CC=C1)CC(F)(F)F)I)C(=O)OC(C)(C)C tert-butyl (3S,4R)-3-fluoro-4-[[2-iodo-1-(2,2,2-trifluoroethyl)indol-4-yl]amino]piperidine-1-carboxylate